1-dodecyl-2,3-dimethyl-imidazole tetrafluoroborate F[B-](F)(F)F.C(CCCCCCCCCCC)N1C(N(C=C1)C)C